4-vinyldihydrofuran-2(3H)-one C(=C)C1CC(OC1)=O